(R)-2-bromo-N-(5-(2-(6-(hydroxymethyl)-2,2-dimethylmorpholino)acetamido)-2-methylpyridin-3-yl)pyrazolo[5,1-b]Thiazole-7-carboxamide BrC1=CN2C(S1)=C(C=N2)C(=O)NC=2C(=NC=C(C2)NC(CN2CC(O[C@H](C2)CO)(C)C)=O)C